O=[SH2]1CCC(CC1)C(=O)N oxo-1λ6-thiane-4-carboxamide